COC(=O)C=1C=C(C=CC1O)NC(=O)C=1C(=C(C(=O)NC=2C=CC(=C(C(=O)OC)C2)O)C=C(C1)OCC1=CC=CC=C1)OCC1=CC=CC=C1 Methyl 5-(3-(3-methoxycarbonyl-4-hydroxyphenylaminocarbonyl)-2,5-dibenzyloxybenzoylamino)-2-hydroxybenzoate